2-(4-morpholinylphenyl)-N4-pyridin-2-yl-1,3,5-triazine-2,4-diamine N1(CCOCC1)C1=CC=C(C=C1)C1(NC=NC(=N1)NC1=NC=CC=C1)N